C12(CC3CC(CC(C1)C3)C2)NC(=O)C2=C(C=3C(N(C2=O)CCC)=CN(N3)CCO)O N-(adamantan-1-yl)-4,5-dihydro-7-hydroxy-2-(2-hydroxyethyl)-5-oxo-4-(1-propyl)-2H-pyrazolo[4,3-b]pyridin-6-carboxamide